1-(6-(6-chloro-2-(3-(dimethylamino)azetidin-1-yl)-8-fluoro-7-(6-fluoro-1-methyl-1H-indazol-7-yl)quinazolin-4-yl)-2,6-diazaspiro[3.3]heptan-2-yl)prop-2-en-1-one ClC=1C=C2C(=NC(=NC2=C(C1C=1C(=CC=C2C=NN(C12)C)F)F)N1CC(C1)N(C)C)N1CC2(CN(C2)C(C=C)=O)C1